2-hydroxy-4-n-propoxy-4'-n-butoxybenzophenone OC1=C(C(=O)C2=CC=C(C=C2)OCCCC)C=CC(=C1)OCCC